2'-(prop-1-ene-2-yl)-1',2',3',4'-tetrahydro-[1,1'-biphenyl]-2,6-diol C=C(C)C1C(C=CCC1)C=1C(=CC=CC1O)O